Cl.C(C)(C)(C)C1=NOC(=N1)C(=O)NCC1=C(C=C(C=C1)C1=C(C=NC=C1)N1CCNCC1)C(F)F 3-(tert-butyl)-N-(2-(difluoromethyl)-4-(3-(piperazin-1-yl)pyridin-4-yl)benzyl)-1,2,4-oxadiazole-5-carboxamide hydrochloride